3-[5-[1-[[4-[(3R,5R)-5-[(5-cyclopropyl-1-methyl-6-oxo-pyridazin-4-yl)amino]-1-methyl-3-piperidyl]phenyl]methyl]-4-piperidyl]-1-oxo-isoindolin-2-yl]piperidine-2,6-dione C1(CC1)C1=C(C=NN(C1=O)C)N[C@@H]1C[C@@H](CN(C1)C)C1=CC=C(C=C1)CN1CCC(CC1)C=1C=C2CN(C(C2=CC1)=O)C1C(NC(CC1)=O)=O